O=C1N(C(C2=CC=CC=C12)=O)CC1=CC=C(C=C1)NCC#N 2-((4-((1,3-dioxoisoindol-2-yl)methyl)phenyl)amino)acetonitrile